1-(3-(4-(2-(trifluoromethyl)phenyl)piperidin-1-carbonyl)-1,4,6,7-tetrahydro-5H-pyrazolo[4,3-c]pyridin-5-yl)propan-1-one FC(C1=C(C=CC=C1)C1CCN(CC1)C(=O)C1=NNC2=C1CN(CC2)C(CC)=O)(F)F